C(#N)[C@H](C[C@H]1C(NCC1)=O)NC([C@H](CC(C)C)NC(=O)C=1NC2=CC=C(C=C2C1)C(F)(F)F)=O N-[(2S)-1-({(1S)-1-cyano-2-[(3S)-2-oxopyrrolidin-3-yl]ethyl}amino)-4-methyl-1-oxopentan-2-yl]-5-(trifluoromethyl)-1H-indole-2-carboxamide